3-(7-nitro-4-oxo-benzo[d][1,2,3]triazin-3(4H)-yl)piperidine-2,6-dione [N+](=O)([O-])C=1C=CC2=C(N=NN(C2=O)C2C(NC(CC2)=O)=O)C1